NC1=NC(=C2N=CN(C2=N1)[C@H]1C[C@H](C1)COP(=O)(OC1=CC=CC=C1)N[C@@H](C)C(=O)OC(C)C)NC1CC1 Isopropyl (((cis-3-(2-amino-6-(cyclopropyl-amino)-9H-purin-9-yl)cyclobutyl) methoxy)(phenoxy) phosphoryl)-L-alaninate